tetrahydroquinoxaline-5-carbonitrile N1CCNC=2C(=CC=CC12)C#N